tert-butyl (2R)-4-[3-[2-(cyclopropoxy)-3-pyridyl]pyrazolo[1,5-a]pyrimidin-5-yl]-2-methyl-piperazine-1-carboxylate C1(CC1)OC1=NC=CC=C1C=1C=NN2C1N=C(C=C2)N2C[C@H](N(CC2)C(=O)OC(C)(C)C)C